NCCCC(CCNC1=CC=NC2=CC(=CC=C12)Cl)NC (3-aminopropyl)-N3-(7-chloroquinolin-4-yl)-N1-methylpropane-1,3-diamine